ethyl 4-{3-hydroxy-8-[6-(trifluoromethoxy)pyridin-3-yl]quinolin-2-yl}-4-oxobutanoate OC=1C(=NC2=C(C=CC=C2C1)C=1C=NC(=CC1)OC(F)(F)F)C(CCC(=O)OCC)=O